(R)-2-(4-isopropyl-5-(8-methoxy-[1,2,4]triazolo[1,5-a]pyridin-6-yl)-1H-pyrazol-3-yl)-5-(4-(2-methoxyethyl)-2-methylpiperazin-1-yl)thiazole C(C)(C)C=1C(=NNC1C=1C=C(C=2N(C1)N=CN2)OC)C=2SC(=CN2)N2[C@@H](CN(CC2)CCOC)C